1-(2-bromoethyl)adamantane BrCCC12CC3CC(CC(C1)C3)C2